C1(CC1)CN1CCC2(C[C@@H]2C(=O)N[C@@H](CCCCCC(CC)=O)C=2NC(=CN2)C=2C=C3C=CC(=NC3=CC2)C)CC1 (S)-6-(Cyclopropylmethyl)-N-((S)-1-(5-(2-methylchinolin-6-yl)-1H-imidazol-2-yl)-7-oxononyl)-6-azaspiro[2.5]octan-1-carboxamid